CC=1C2=C3C=CC1C(C1=CC=C4CCN(C(C5=CC=C(COCCCN3N=N2)C=C5)=O)CC4=C1)CC(=O)O [32-Methyl-20-oxo-14-oxa-8,9,10,21-tetraazahexacyclo[19.5.3.216,19.13,7.06,10.024,28]dotriaconta-1(26),3(32),4,6,8,16,18,24,27,30-decaen-2-yl]acetic acid